CCCCCCCCCCCCCCCC(=O)O[C@H](COCCCCCCCC/C=C\CCCCCCCC)COP(=O)([O-])OCC[N+](C)(C)C 1-(9Z-octadecenyl)-2-hexadecanoyl-sn-glycero-3-phosphocholine